(3,3-dimethoxy-1-methyl-cyclobutyl)methanol COC1(CC(C1)(C)CO)OC